2-amino-N-((2-amino-1H-benzimidazol-5-yl)methyl)-3-methyl-N-((5-(trifluoromethyl)-2-pyridinyl)methyl)-6-quinolinecarboxamide NC1=NC2=CC=C(C=C2C=C1C)C(=O)N(CC1=NC=C(C=C1)C(F)(F)F)CC1=CC2=C(NC(=N2)N)C=C1